C1N(CC12CNC2)CC2=CC=1C(C3=CC(=CC=C3NC1C=C2)OC)(C)C 2-((2,6-diazaspiro[3.3]heptan-2-yl)methyl)-7-methoxy-9,9-dimethyl-9,10-dihydroacridine